(R)-4-methoxy-6-(5-((2-(4-methyl-1-oxo-1,3-dihydroisobenzofuran-5-yl)morpholino)methyl)thiazol-2-yl)pyridine-3-carbonitrile COC1=C(C=NC(=C1)C=1SC(=CN1)CN1C[C@H](OCC1)C=1C(=C2COC(C2=CC1)=O)C)C#N